ONC(C=CC1=CC=C(C=C1)CN1C(N(C(C2=CC=CC=C12)=O)C1=CC=C(C=C1)OC)=O)=O N-hydroxy-3-(4-((3-(4-methoxyphenyl)-2,4-dioxo-3,4-dihydroquinazolin-1(2H)-yl)methyl)phenyl)acrylamide